BrC1=CC=C(C(=C1N)OC1=C(C=CC(=C1)F)Cl)C(F)F 6-bromo-2-(2-chloro-5-fluorophenoxy)-3-(difluoromethyl)aniline